1-(1-acetyl-4-piperidinyl)-N-[(1R)-1-[5-[5-chloro-2-(methylaminomethyl)phenyl]-2-thienyl]ethyl]-6-oxo-pyridazine-3-carboxamide C(C)(=O)N1CCC(CC1)N1N=C(C=CC1=O)C(=O)N[C@H](C)C=1SC(=CC1)C1=C(C=CC(=C1)Cl)CNC